O1N=C(C2=C1C=CC=C2)C2CCN(CC2)CCN2C(C=1N(C=C2)C(=C(C1)C)C)=O 2-[2-(4-benzo[d]isoxazol-3-yl-piperidin-1-yl)-ethyl]-6,7-dimethyl-2H-pyrrolo[1,2-a]pyrazin-1-one